C(=C/CCCCCCCCCCCCCCCC)/O (Z)-1-Octadecen-ol